t-Butylhydroxyphenol C(C)(C)(C)C=1C(=C(C=CC1)O)O